tert-butyl (7-fluorospiro[chroman-2,1'-cyclopropane]-4-ylidene)methylsulfonylcarbamate FC1=CC=C2C(CC3(CC3)OC2=C1)=CS(=O)(=O)NC(OC(C)(C)C)=O